1-({(2R,4S)-2-[2-chloro-4-(4-chlorophenyl)phenyl]-4-methyl-1,3-dioxolan-2-yl}methyl)-1H-1,2,4-triazole ClC1=C(C=CC(=C1)C1=CC=C(C=C1)Cl)[C@]1(OC[C@@H](O1)C)CN1N=CN=C1